(S)-5-((2-(2,2-dimethyl-1,3-dioxolan-4-yl)ethyl)thio)-1-phenyl-1H-tetrazole CC1(OC[C@@H](O1)CCSC1=NN=NN1C1=CC=CC=C1)C